C(C)P(=O)(CC)C=1C=CC(=C(NC2=NNC3=CC(=CC=C23)[C@@H]2C[C@@]23C(NC2=CC=C(C=C32)OC)=O)C1)OC (1R,2S)-2-{3-[5-(diethylphosphoryl)-2-methoxyanilino]-1H-indazol-6-yl}-5'-methoxyspiro[cyclopropane-1,3'-indol]-2'(1'H)-one